[Br-].CC1=C(C[PH3+])C=CC=C1 (2-methylbenzyl)-phosphonium bromide